6,7-dimethoxy-9-(6-morpholinopyridazin-3-yl)naphtho[2,3-c]furan-1(3H)-one COC1=CC2=CC3=C(C(OC3)=O)C(=C2C=C1OC)C=1N=NC(=CC1)N1CCOCC1